N-(7-methoxy-4-(1-methyl-3-phenyl-1H-pyrazol-4-yl)quinazolin-6-yl)-3-oxabicyclo[3.1.0]hexane-1-carboxamide COC1=C(C=C2C(=NC=NC2=C1)C=1C(=NN(C1)C)C1=CC=CC=C1)NC(=O)C12COCC2C1